1-(tert-butoxycarbonyl)-4-(3,4-dichlorophenyl)-4-hydroxypyrrolidine-2-carboxylic acid C(C)(C)(C)OC(=O)N1C(CC(C1)(O)C1=CC(=C(C=C1)Cl)Cl)C(=O)O